N1(CCNCC1)CCCC(=O)O 1-piperazinebutanoic acid